BrC1=CC=C(CN([C@@H](C)C(=O)OC)S(=O)(=O)C2=CC=C(C)C=C2)C=C1 methyl N-(4-bromobenzyl)-N-tosylalaninate